3'-amino-6-fluoro-4'-nitro-[1,1'-biphenyl] NC=1C=C(C=CC1[N+](=O)[O-])C1=CC=CC=C1F